NC1=C(C(=NC(=C1F)C1=CC=C2C=CNC2=C1F)C(=O)OCC#C)Cl prop-2-ynyl 4-amino-3-chloro-5-fluoro-6-(7-fluoro-1H-indol-6-yl)pyridine-2-carboxylate